C(C)(C)(C)C1=CC(=NO1)NC(=O)NC1=CC(=C(C=C1)C=1N=NN(C1)C1=CC=C(C=C1)OCCN1CCOCC1)F 1-(5-tert-butylisoxazol-3-yl)-3-(3-fluoro-4-(1-(4-(2-morpholinoethoxy)-phenyl)-1H-1,2,3-triazol-4-yl)phenyl)-urea